ClC1=CC=C(C(=N1)N1N=C(C=C1C)C#N)[C@H]1OC[C@H](C1)C(F)F 1-[6-chloro-3-[(2S,4S)-4-(difluoromethyl)tetrahydrofuran-2-yl]-2-pyridyl]-5-methyl-pyrazole-3-carbonitrile